[2-(3,6-dichloro-9H-carbazol-9-yl)ethyl]phosphonic acid ClC=1C=CC=2N(C3=CC=C(C=C3C2C1)Cl)CCP(O)(O)=O